4-Fluoro-3-(5-methylthiazol-2-yl)-5-(((R)-tetrahydrofuran-3-yl)oxy)-N-((R)-1-(2-(trisFluoromethyl)pyrimidin-5-yl)ethyl)benzamide FC1=C(C=C(C(=O)N[C@H](C)C=2C=NC(=NC2)C(F)(F)F)C=C1O[C@H]1COCC1)C=1SC(=CN1)C